(3-(3-bromophenyl)oxetan-3-yl)methanol BrC=1C=C(C=CC1)C1(COC1)CO